S(N)(OCC(=O)NC=1SC(=C(N1)C)CC1=CC=C(C=C1)C)(=O)=O 2-((4-methyl-5-(4-methylbenzyl)thiazol-2-yl)amino)-2-oxoethyl sulfamate